FC1=C(COC(=O)C2C(C2C=CC)(C)C)C(=C(C(=C1F)COC)F)F 2,3,5,6-tetrafluoro-4-methoxymethylbenzyl-3-(1-propenyl)-2,2-dimethylcyclopropanecarboxylate